(R)-6-(azetidin-1-yl)-4-((1-(3-(difluoromethyl)-2-fluorophenyl)ethyl)amino)-2-methylpyrido[2,3-d]pyrimidin-7(8H)-one N1(CCC1)C1=CC2=C(N=C(N=C2N[C@H](C)C2=C(C(=CC=C2)C(F)F)F)C)NC1=O